5-chloro-2-{5-(difluoromethoxy)-7-[(1s,3s)-3-hydroxy-3-methylcyclobutyl]-7H-pyrrolo[2,3-c]pyridazin-3-yl}-3-methylphenol ClC=1C=C(C(=C(C1)O)C1=CC2=C(N=N1)N(C=C2OC(F)F)C2CC(C2)(C)O)C